FC=1C=CC(=NC1)C1=NN2C(COC(C2)(C)C)=C1C1=CC=NC=C1 2-(5-Fluoropyridin-2-yl)-6,6-dimethyl-3-(pyridin-4-yl)-6,7-dihydro-4H-pyrazolo[5,1-c][1,4]oxazin